O[C@@H]1CN(CC[C@H]1NC=1N=CC2=C(N1)N(C(C(=C2)I)=O)[C@H]2[C@](CCC2)(C)O)S(=O)(=O)C 2-(((3R,4R)-3-hydroxy-1-(methylsulfonyl)piperidin-4-yl)amino)-8-((1R,2R)-2-hydroxy-2-methylcyclopentyl)-6-iodopyrido[2,3-d]pyrimidin-7(8H)-one